6-(2-(((S)-2-fluorobutyl)amino)-4-(((1r,4S)-4-hydroxycyclohexyl)amino)pyrimidin-5-yl)nicotinic acid F[C@H](CNC1=NC=C(C(=N1)NC1CCC(CC1)O)C1=NC=C(C(=O)O)C=C1)CC